BrC=1C=CC(=NC1)NC=NO N-(5-bromopyridin-2-yl)carboxamide oxime